FC=1C=C2CC[C@@H](C2=CC1F)N (S)-5,6-difluoro-2,3-dihydro-1H-inden-1-amine